FC1=C(C=CC=C1)\C(\C)=N\OCC1=C(C=CC=C1C)\C(\C(=O)OCC)=N/OC Ethyl (2E)-2-[2-[[(E)-1-(2-Fluorophenyl)Ethylideneamino]Oxymethyl]-3-Methyl-Phenyl]-2-Methoxyimino-Acetate